NC1=NC=NN2C1=CC=C2[C@H]2[C@@H]([C@@H]([C@@](O2)(C#N)COP(=O)(OC2=CC=CC=C2)N[C@@H](C)C(=O)OC2CCN(CC2)C)O)O 1-methylpiperidin-4-yl ((((2R,3S,4R,5S)-5-(4-aminopyrrolo[2,1-f][1,2,4]triazin-7-yl)-2-cyano-3,4-dihydroxytetrahydrofuran-2-yl)methoxy)(phenoxy)phosphoryl)-L-alaninate